C(C)OC(C(CC=C)C(CC)=O)=O 2-propionyl-4-pentenoic acid ethyl ester